2,3-dimethyl-5-phenyl-1,3-benzoxazol-3-ium tosylate S(=O)(=O)([O-])C1=CC=C(C)C=C1.CC=1OC2=C([N+]1C)C=C(C=C2)C2=CC=CC=C2